ClC1=NC(=NC=C1C(F)(F)F)NC=1C=2C=NN(C2C=CC1)S(=O)(=O)C1CC1 N-[4-chloro-5-(trifluoromethyl)pyrimidin-2-yl]-1-cyclopropylsulfonyl-indazol-4-amine